N,N-diethyl-N'-[1-(6-fluoro-2-methyl-quinolin-4-yl)-piperidin-4-ylmethyl]-ethane-1,2-diamine C(C)N(CCNCC1CCN(CC1)C1=CC(=NC2=CC=C(C=C12)F)C)CC